BrC1=CC2=C(C(=NN(C2=O)CC(=O)OCC)C(C)C)O1 ethyl 2-(2-bromo-7-isopropyl-4-oxo-furo[2,3-d]pyridazin-5-yl)acetate